(P)-1-(6-(4-(2-amino-7-fluoro-1,3-benzothiazol-4-yl)-3,7,7-trimethyl-5,6,7,8-tetrahydro-2-quinolinyl)-2,6-diazaspiro[3.4]octan-2-yl)-2-propen-1-one NC=1SC2=C(N1)C(=CC=C2F)C2=C(C(=NC=1CC(CCC21)(C)C)N2CC1(CN(C1)C(C=C)=O)CC2)C